tert-butyl 4-(tert-butyl)-3-hydroxy-1H-pyrazole-1-carboxylate C(C)(C)(C)C=1C(=NN(C1)C(=O)OC(C)(C)C)O